OC(=O)C(F)(F)F.C1CNCCC12CCC(CC2)OC2=NC(=C(C(=O)N(C)C)C=C2)C 6-(3-azaspiro[5.5]undecan-9-yloxy)-N,N,2-trimethylnicotinamide TFA salt